CC1(CCN(CC1)C=1OC2=C(C=C(C=C2C(C1)=O)C)CNC1=C(C(=O)O)C=CC=C1)C 2-[[2-(4,4-dimethyl-1-piperidyl)-6-methyl-4-oxo-chromen-8-yl]methylamino]benzoic acid